3α-Hydroxy-5α-androstan-17α-yl succinate C(CCC(=O)[O-])(=O)O[C@H]1[C@]2(C)[C@@H](CC1)[C@@H]1CC[C@H]3C[C@@H](CC[C@]3(C)[C@H]1CC2)O